((S)-1-(4-fluorophenyl)-3,4-dihydroisoquinolin-2(1H)-yl)methanone Tert-butyl-(3S)-3-(5-cyano-3-furyl)-5-hydroxy-isoxazolidine-2-carboxylate C(C)(C)(C)OC(=O)N1OC(C[C@H]1C1=COC(=C1)C#N)O.FC1=CC=C(C=C1)[C@@H]1N(CCC2=CC=CC=C12)C=O